(S)-2,5-diamino-2-methyl-5-oxopentanoic acid N[C@](C(=O)O)(CCC(=O)N)C